NC1=NC=CC=2N1C(=NC2C2CN(CCC2)C(C#CC)=O)C2=C(C=C(C=C2)OC2=NC=CC(=C2)C2CC2)F 1-(3-(5-amino-3-(4-((4-cyclopropylpyridin-2-yl)oxy)-2-fluorophenyl)imidazo[1,5-c]pyrimidin-1-yl)piperidin-1-yl)but-2-yn-1-one